COC1=CC=C(C=C1)CN1N=C(N=C1)C=1C(=NC=CN1)C(C)N 1-[3-[1-[(4-methoxy-phenyl)methyl]-1,2,4-triazol-3-yl]pyrazin-2-yl]ethanamine